1-(5-tert-butyl-isoxazol-3-yl)-3-(4-indazol-1-yl-phenyl)-urea C(C)(C)(C)C1=CC(=NO1)NC(=O)NC1=CC=C(C=C1)N1N=CC2=CC=CC=C12